N-cyclohexyl-4-(4-(6,7-dimethoxy-3-((4-methoxyphenyl)sulfonyl)quinolin-4-yl)piperazin-1-yl)benzamide C1(CCCCC1)NC(C1=CC=C(C=C1)N1CCN(CC1)C1=C(C=NC2=CC(=C(C=C12)OC)OC)S(=O)(=O)C1=CC=C(C=C1)OC)=O